GLYCERIN DIMETHACRYLATE C(C(=C)C)(=O)O.C(C(=C)C)(=O)O.OCC(O)CO